N1=C2C=C3C(=CC=C4C=5C=CC=CC5C=C34)C2=CC=C1 aza-indenofluorene